C(=O)O.N1CC(C1)N1CCCC2=CC(=CC(=C12)C1=C2C(=NC=C1)C=C(S2)CN2C(CCC2=O)=O)C 1-[[7-[1-(azetidin-3-yl)-6-methyl-3,4-dihydro-2H-quinolin-8-yl]thieno[3,2-b]pyridin-2-yl]methyl]pyrrolidine-2,5-dione, formic acid salt